C(CCCCCC)(=O)OCC(O)CO GLYCERYL HEPTANOATE